3,7-dimethyloctan-6-en-1-ol CC(CCO)CCC=C(C)C